O=C1NC(CCC1N1C(C2=CC=C(C=C2C1=O)NCCCCCCNC(CN1CCN(CC1)C1=CC=C(C=C1)NC1=NN2C(C=CC=C2C2=CC=C(C=C2)S(=O)(=O)C)=N1)=O)=O)=O N-(6-((2-(2,6-dioxopiperidin-3-yl)-1,3-dioxoisoindolin-5-yl)amino)hexyl)-2-(4-(4-((5-(4-(methylsulfonyl)phenyl)-[1,2,4]triazolo[1,5-a]pyridin-2-yl)amino)phenyl)piperazin-1-yl)acetamide